(2S,4S)-4-(7-bromo-8-chloro-6-fluoro-4-(methylthio)-1H-pyrazolo[4,3-c]quinolin-1-yl)-2-(2-((tert-butyldimethylsilyl)oxy)ethyl)piperidine-1-carboxylic acid tert-butyl ester C(C)(C)(C)OC(=O)N1[C@@H](C[C@H](CC1)N1N=CC=2C(=NC=3C(=C(C(=CC3C21)Cl)Br)F)SC)CCO[Si](C)(C)C(C)(C)C